(Z)-2-methyl-4,7,10,13,16,19-docosahexaenoate CC(C(=O)[O-])C\C=C/CC=CCC=CCC=CCC=CCC=CCC